N-((R)-1-(3-bromo-2-methylphenyl)ethyl)-2-methylpropane-2-sulfinamide BrC=1C(=C(C=CC1)[C@@H](C)NS(=O)C(C)(C)C)C